CNC=1C=[N+](C=CC1[N+](=O)[O-])[O-] 3-(methylamino)-4-nitropyridine 1-oxide